FC=1C=C(NC=2C(=NC(=C(N2)NC)C=2C3=C(C=NC2)N(C=N3)C)C(=O)OC)C=C(C1N1CCOCC1)F Methyl 3-(3,5-difluoro-4-morpholino-anilino)-5-(methylamino)-6-(3-methylimidazo[4,5-c]pyridin-7-yl)pyrazine-2-carboxylate